(S)-4-(3-methoxypyrrolidin-1-yl)benzoic acid CO[C@@H]1CN(CC1)C1=CC=C(C(=O)O)C=C1